FC1=C2C3(CN(C(C2=CC=C1C(=C)F)=O)CC1=CC=C(C=C1)OC)CC3 5'-fluoro-6'-(1-fluorovinyl)-2'-(4-methoxybenzyl)-2',3'-dihydro-1'H-spiro[cyclopropane-1,4'-isoquinolin]-1'-one